NC1=C2C(C3(C(OC4=C3C=CC(=C4)[C@]4([C@H](C4)C)C)(C2=CC=C1)O)NC(=O)C=1NC(N(C1C)C)=O)=O N-(1-amino-7-((1R,2S)-1,2-dimethylcyclopropyl)-4b-hydroxy-10-oxo-4b,10-dihydro-9bH-indeno[1,2-b]benzofuran-9b-yl)-1,5-dimethyl-2-oxo-2,3-dihydro-1H-imidazole-4-carboxamide